N-ethyl-methyl-formamidine C(C)NC(=N)C